(2S,3S)-1-(3-cyano-6-methyl-4-(trifluoromethyl)pyridin-2-yl)-N-(3-fluorophenyl)-3-hydroxy-N-methylpyrrolidine-2-carboxamide C(#N)C=1C(=NC(=CC1C(F)(F)F)C)N1[C@@H]([C@H](CC1)O)C(=O)N(C)C1=CC(=CC=C1)F